NC1=C(C=CC=C1)C1=NNC(=C1)CNC1=C(C(=CC(=C1Cl)OC)OC)Cl N-((3-(2-aminophenyl)-1H-pyrazol-5-yl)methyl)-2,6-dichloro-3,5-dimethoxyaniline